(5,7-dihydro-6H-pyrrolo[3,4-b]pyridin-6-yl)(8-(2-(2,2,2-trifluoroethoxy)phenyl)imidazo[1,2-a]pyridin-2-yl)methanone N1=C2C(=CC=C1)CN(C2)C(=O)C=2N=C1N(C=CC=C1C1=C(C=CC=C1)OCC(F)(F)F)C2